1-[6-[4-[2-ethoxy-4-[(E)-2-methoxycarbonyl-vinyl]-phenoxycarbonyl]-phenoxy]-hexyloxycarbonyl]-1-methyl-ethylene C(C)OC1=C(OC(=O)C2=CC=C(OCCCCCCOC(=O)C(=C)C)C=C2)C=CC(=C1)\C=C\C(=O)OC